CC1(COCC1)NC(O[C@H]1C[C@H](CC1)C1=CC(=NN1)NC(CC=1C=NN(C1C(F)(F)F)C)=O)=O (1R,3S)-3-[3-({[1-methyl-5-(trifluoromethyl)-1H-pyrazol-4-yl]acetyl}amino)-1H-pyrazol-5-yl]cyclopentyl [(3ξ)-3-methyltetrahydrofuran-3-yl]carbamate